N-{2-[(5-bromo-2-{[4-(4-methylpiperazin-1-yl)phenyl]amino}pyrimidin-4-yl)amino]phenyl}prop-2-enamide BrC=1C(=NC(=NC1)NC1=CC=C(C=C1)N1CCN(CC1)C)NC1=C(C=CC=C1)NC(C=C)=O